5-Chloro-N-(3-cyano-1H-indol-7-yl)-1-(2-hydroxy-1,1-dimethylethyl)pyrazol-4-sulfonamid ClC1=C(C=NN1C(CO)(C)C)S(=O)(=O)NC=1C=CC=C2C(=CNC12)C#N